4-ethyl-3-(p-tolyl)-1,14-dioxadispiro[4.1.57.25]tetradec-3-en-2-one C(C)C1=C(C(OC12CC1(CCCCC1)CO2)=O)C2=CC=C(C=C2)C